9,10-bis(isopropoxycarbonylundecyloxy)anthracene C(C)(C)OC(=O)CCCCCCCCCCCOC=1C2=CC=CC=C2C(=C2C=CC=CC12)OCCCCCCCCCCCC(=O)OC(C)C